(bis[4-(4-aminophenyloxy)phenyl])Ether NC1=CC=C(C=C1)OC1=CC=C(C=C1)OC1=CC=C(C=C1)OC1=CC=C(C=C1)N